COC1=NC=CC(=C1)C1=C(C=2CCC2C=C1C)NC(=O)N=[S@](=O)(N)C=1C=NN2C1OCCC2 (R)-N'-((3-(2-methoxypyridin-4-yl)-4-methylbicyclo[4.2.0]octa-1(6),2,4-trien-2-yl)carbamoyl)-6,7-dihydro-5H-pyrazolo[5,1-b][1,3]oxazine-3-sulfonimidamide